3-[4-[6-[[4-[(3R,5R)-5-[(5-bromo-1-methyl-6-oxo-pyridazin-4-yl)amino]-1-methyl-3-piperidyl]phenyl]methyl]-2,6-diazaspiro[3.3]heptan-2-yl]phenyl]piperidine-2,6-dione BrC1=C(C=NN(C1=O)C)N[C@@H]1C[C@@H](CN(C1)C)C1=CC=C(C=C1)CN1CC2(CN(C2)C2=CC=C(C=C2)C2C(NC(CC2)=O)=O)C1